6-(3,4-dihydro-2H-quinoline-1-carbonyl)-3,4-dihydro-1H-1,8-naphthyridin-2-one N1(CCCC2=CC=CC=C12)C(=O)C=1C=C2CCC(NC2=NC1)=O